3-(3-chlorophenoxy)-N-[2-(2,4-dimethylphenyl)-2,2-difluoro-ethyl]Cinnoline-4-carboxamide ClC=1C=C(OC=2N=NC3=CC=CC=C3C2C(=O)NCC(F)(F)C2=C(C=C(C=C2)C)C)C=CC1